C(#N)C1=CNC2=C(C=CC(=C12)C)NS(=O)(=O)C=1C=NN(C1)CCC N-(3-cyano-4-methyl-1H-indol-7-yl)-1-propyl-pyrazole-4-sulfonamide